C(C1=CC=CC=C1)N1C(SC(C1=O)=CC1=C(C=CC=C1)OCCOC1=CC=C(C=C1)C(C)(C)C)=S 3-benzyl-5-(2-(2-(4-(tert-butyl)phenoxy)ethoxy)benzylidene)-2-thioxothiazolidin-4-one